6-bromo-1-(4-(1-methyl-4-(trifluoromethyl)-1H-imidazol-2-yl)benzyl)-1,3-dihydro-2H-pyrrolo[3,2-c]pyridin-2-one BrC1=CC2=C(C=N1)CC(N2CC2=CC=C(C=C2)C=2N(C=C(N2)C(F)(F)F)C)=O